4-Bromo-3-(6-azaspiro[2.5]oct-6-yl)benzoic acid BrC1=C(C=C(C(=O)O)C=C1)N1CCC2(CC2)CC1